C1(=CC=C(C=C1)CN1N=CC2=CC(=CC(=C12)C(=O)NC1CC2(CC(C2)C(=O)OC)C1)Cl)C1=CC=CC=C1 methyl 6-(1-([1,1'-biphenyl]-4-ylmethyl)-5-chloro-1H-indazole-7-carboxamido)spiro[3.3]heptane-2-carboxylate